C1=CC=CC=2C3=CC=CC=C3C(C12)NC(C1=CC=CC=C1)=O N-(fluoren-9-yl)benzamide